12-oxo-17-{[2-(trimethylsilyl)ethoxy]methyl}-5,13,17-triazatetracyclo[8.7.0.02,7.011,16]heptadeca-1(10),2,4,6,11(16)-pentaene-13-carboxylate O=C1C=2C=3CCC4=CN=CC=C4C3N(C2CCN1C(=O)[O-])COCC[Si](C)(C)C